(R)-(6-(1-methyl-1H-pyrazol-3-yl)pyrazolo[1,5-a]pyridin-3-yl)(4-(pyrazolo[1,5-a]pyridin-2-yl)-6,7-dihydro-1H-imidazo[4,5-c]pyridin-5(4H)-yl)methanone CN1N=C(C=C1)C=1C=CC=2N(C1)N=CC2C(=O)N2[C@H](C1=C(CC2)NC=N1)C1=NN2C(C=CC=C2)=C1